ClC=1C=2C(N=C3N(C2C=CC1)C1=CC=C(C=C1C31CCCCC1)C1CC(CC1)CO)=O 4'-chloro-9'-(3-(hydroxymethyl)cyclopentyl)-5'H-spiro[cyclohexane-1,7'-indolo[1,2-a]quinazolin]-5'-one